C(C)(C)(C)OC(NCCCN1CCNCC1)=O (3-piperazin-1-yl-propyl)-carbamic acid tert-butyl ester